2-(4-fluorophenyl)-5-nitro-4-(1H-pyrazol-3-yl)pyridine FC1=CC=C(C=C1)C1=NC=C(C(=C1)C1=NNC=C1)[N+](=O)[O-]